BrC1=CC=C(C=C1)[C@H](CN1CCOCC1)NC(OC(C)(C)C)=O tert-butyl (R)-(1-(4-bromophenyl)-2-morpholinoethyl)carbamate